CN1C=2C=CC(=NC2C(=CC1=O)N(C1=C(C=CC=C1)C)C)C#N 5-methyl-8-(methyl(o-tolyl)amino)-6-oxo-5,6-dihydro-1,5-naphthyridine-2-carbonitrile